3,5-dimethyl-1H-pyrazol-1-carboDithioate potassium [K+].CC1=NN(C(=C1)C)C(=S)[S-]